C1(CC1)C1=C(C=C(C=C1)[C@@H](NC(=O)[C@H]1N(C[C@@H](C1)F)C(CC=1OC=NN1)=O)C1=CC=CC=C1)F (2S,4R)-N-[(S)-(4-cyclopropyl-3-fluorophenyl)(phenyl)methyl]-4-fluoro-1-[2-(1,3,4-oxadiazol-2-yl)acetyl]pyrrolidine-2-carboxamide